FC(C1=CC=C(C=C1)N1C[C@H]2N(C3=CC=CC=C13)CCN(C2)C(C=C)=O)(F)F |o1:10| (R)- or (S)-1-(6-(4-(trifluoromethyl)phenyl)-1,2,4,4a,5,6-hexahydro-3H-pyrazino[1,2-a]quinoxalin-3-yl)prop-2-en-1-one